methyl 2-((5-isobutyl-4-(3-phenoxyphenyl)thiazol-2-yl)amino)-5-(thiophen-2-yl)nicotinate C(C(C)C)C1=C(N=C(S1)NC1=C(C(=O)OC)C=C(C=N1)C=1SC=CC1)C1=CC(=CC=C1)OC1=CC=CC=C1